5-(3-chloroimidazo[1,2-a]pyrimidin-6-yl)-N-(trans-4-methoxycyclohexyl)pyrrolo[2,1-f][1,2,4]triazin-2-amine ClC1=CN=C2N1C=C(C=N2)C=2C=CN1N=C(N=CC12)N[C@@H]1CC[C@H](CC1)OC